C(CC[C@@H](C(=O)O)NC(=O)C1=CC=C(NC[C@@H]2CNC=3N=C(N)NC(=O)C3N2)C=C1)(=O)O |&1:16| racemic-tetrahydrofolic acid